BrC1=C(C(=C(C=C1)C1=NN=CN1C1OCCCC1)F)C 3-(4-bromo-2-fluoro-3-methylphenyl)-4-(tetrahydro-2H-pyran-2-yl)-4H-1,2,4-triazole